4-Trifluoromethylstyrene FC(C1=CC=C(C=C)C=C1)(F)F